methyl 4-[[tert-butoxycarbonyl(methyl)amino]methyl]-6-chloro-5-fluoro-1-oxo-2H-2,7-naphthyridine-3-carboxylate C(C)(C)(C)OC(=O)N(C)CC1=C(NC(C2=CN=C(C(=C12)F)Cl)=O)C(=O)OC